1-amino-3-chloro-N,N-dimethylisoquinoline-4-carboxamide NC1=NC(=C(C2=CC=CC=C12)C(=O)N(C)C)Cl